thiophosphorimidate P([S-])([O-])([O-])=N